(3R,7S)-9-((S)-1-(6-chloropyridin-2-yl)ethyl)-2-(3,4-dichlorobenzoyl)-N,3-dimethyl-10-oxo-1,2,3,4,7,8,9,10-octahydropyrido[4',3':3,4]Pyrazolo[1,5-a]Pyrazine-7-carboxamide ClC1=CC=CC(=N1)[C@H](C)N1C(C=2N([C@@H](C1)C(=O)NC)N=C1C2CN([C@@H](C1)C)C(C1=CC(=C(C=C1)Cl)Cl)=O)=O